FC1=C(C(=C(C(=C1[B-](C1=C(C(=C(C(=C1F)F)F)F)F)(C1=C(C(=C(C(=C1F)F)F)F)F)C1=C(C(=C(C(=C1F)F)F)F)F)F)F)F)F.C(CCCCCCCCC)[N+]1=CC=CC=C1 n-decylpyridinium tetrakis(pentafluorophenyl)borate